CN1N=NN=C1C(=O)N 1-methyl-1H-tetrazole-5-carboxamide